BrC1=CC(=NC=C1)NCCC1=NC=CC=C1 4-bromo-N-(2-(pyridine-2-yl)ethyl)pyridine-2-amine